FC=1C=C(C=CC1)C=1C(=NN(C1C(=O)O)C=1SC(=C(N1)C#CC1=CC=C(C=C1)C(F)(F)F)SC(C)C)C 4-(3-fluorophenyl)-1-(5-(isopropylthio)-4-((4-(trifluoromethyl)phenyl)ethynyl)thiazol-2-yl)-3-methyl-1H-pyrazole-5-carboxylic acid